1-{2-[5-(difluoromethyl)-1H-pyrazol-1-yl]acetyl}-4-fluoro-N-{[6-fluoro-5-(propan-2-yl)pyridin-2-yl](phenyl)methyl}pyrrolidine-2-carboxamide FC(C1=CC=NN1CC(=O)N1C(CC(C1)F)C(=O)NC(C1=CC=CC=C1)C1=NC(=C(C=C1)C(C)C)F)F